ClCC=1N=C2N(C=C(C=C2)C)C1 2-(chloromethyl)-6-methylimidazo[1,2-a]pyridine